2,4,6-tris(4-pyridyl)-1,3,5-triazine N1=CC=C(C=C1)C1=NC(=NC(=N1)C1=CC=NC=C1)C1=CC=NC=C1